C(C)(=O)O[C@@H]1[C@H](O[C@H]([C@@H]([C@H]1OC(C)=O)OC(C)=O)OC(C)=O)C(=O)OC methyl (2S,3S,4S,5R,6S)-3,4,5,6-tetraacetoxytetrahydropyran-2-carboxylate